4-((7-methoxyquinolin-4-yl)oxy)-N'-(2-(pyridin-2-yloxy)ethyl)benzenesulfonimidamide COC1=CC=C2C(=CC=NC2=C1)OC1=CC=C(C=C1)S(=O)(N)=NCCOC1=NC=CC=C1